[17-(3-butylnonanoyloxy)-9-[(1-methyl-4-piperidyl)methylamino]heptadecyl]3-butylnonanoate C(CCC)C(CC(=O)OCCCCCCCCC(CCCCCCCCOC(CC(CCCCCC)CCCC)=O)NCC1CCN(CC1)C)CCCCCC